N-(4-fluoro-5-(((2S,4R)-4-((6-(methoxy-d3)pyrimidin-4-yl)oxy)-2-methylpyrrolidin-1-yl)methyl)thiazol-2-yl)acetamide FC=1N=C(SC1CN1[C@H](C[C@H](C1)OC1=NC=NC(=C1)OC([2H])([2H])[2H])C)NC(C)=O